FC(S(=O)(=O)OC1=NC=C(C=C1)N(C(F)(F)F)C1=CC2=C(N(C(N2C)=O)C)C(=C1)C(C)C)(F)F 5-((7-isopropyl-1,3-dimethyl-2-oxo-2,3-dihydro-1H-benzo[d]imidazol-5-yl)(trifluoromethyl)amino)pyridin-2-yl trifluoromethanesulfonate